3-(2-(aminooxy)ethoxy)propanamide NOCCOCCC(=O)N